1-(4'-isobutoxy-[1,1'-biphenyl]-4-yl)-3-(quinoxalin-6-yl)prop-2-en-1-one C(C(C)C)OC1=CC=C(C=C1)C1=CC=C(C=C1)C(C=CC=1C=C2N=CC=NC2=CC1)=O